ethyl 2-aminocyclohex-1-ene-1-carboxylate NC1=C(CCCC1)C(=O)OCC